[OH-].OCC[NH2+]CCC (2-Hydroxyethyl)propylammonium Hydroxide